C(C)(C)C1=CC=C(C=C1)N1C(N(C(C1)=O)CC1=CC(=C(OC(C(=O)O)(C)C)C(=C1)C)C)=O 2-(4-((3-(4-isopropylphenyl)-2,5-dioxoimidazolin-1-yl)methyl)-2,6-dimethylphenoxy)-2-methylpropanoic acid